n-octylaluminum dichloride C(CCCCCCC)[Al](Cl)Cl